Methyl (3S)-1-(6-fluoro-4-methoxypyridin-2-yl)pyrrolidine-3-carboxylate FC1=CC(=CC(=N1)N1C[C@H](CC1)C(=O)OC)OC